2-methyl-1-hexanal CC(C=O)CCCC